2-(3-(2-ethoxy-2-oxoethyl)phenyl)-8-hydroxy-2,7,7-trimethyloctanoic acid C(C)OC(CC=1C=C(C=CC1)C(C(=O)O)(CCCCC(CO)(C)C)C)=O